C(C)(C)OC([C@H](CCC(C=[N+]=[N-])=O)NC([C@@H](CO)C)=O)=O.ClC1=CC=C(C=C1)C1=CC(=CC(=C1)C1=CC=C(C=C1)Cl)C1=CC=C(C=C1)Cl 1,3,5-tri(4-chlorophenyl)benzene isopropyl-(S)-6-diazo-2-((R)-3-hydroxy-2-methylpropanamido)-5-oxohexanoate